(3-(2-((2-fluoro-4-sulfamoylphenyl)amino)pyrimidin-5-yl)cyclobutyl)methyl (s)-(4,4,4-trifluorobutan-2-yl)carbamate FC(C[C@H](C)NC(OCC1CC(C1)C=1C=NC(=NC1)NC1=C(C=C(C=C1)S(N)(=O)=O)F)=O)(F)F